thallium (ii) (E)-1-N'-[2-[[5-[(dimethylamino)methyl]furan-2-yl]methylsulfanyl]ethyl]-1-N-methyl-2-nitroethene-1,1-diamine CN(C)CC1=CC=C(O1)CSCCN(\C(=C\[N+](=O)[O-])\N)C.[Tl+2]